N-[3-(6-ethyl-2-methyl-1-oxoisoquinolin-4-yl)phenyl]ethanesulfonamide C(C)C=1C=C2C(=CN(C(C2=CC1)=O)C)C=1C=C(C=CC1)NS(=O)(=O)CC